C(C)(C)(C)C1=C(C2=C(N=CN=C2OC2=C(C=CC=C2)OC(F)(F)F)S1)C1=CC(=C(C=C1)F)F 6-tert-butyl-5-(3,4-difluorophenyl)-4-(2-(trifluoromethoxy)phenoxy)thieno[2,3-d]pyrimidine